8-[6-(hydroxymethyl)-3-pyridinyl]Imidazo[1,2-c]Pyrimidine-2-carbonitrile OCC1=CC=C(C=N1)C=1C=2N(C=NC1)C=C(N2)C#N